[N-[4-amino-5-[4-(difluoromethoxy)benzoyl]thiazol-2-yl]-4-(difluoromethyl)anilino]propanamide NC=1N=C(SC1C(C1=CC=C(C=C1)OC(F)F)=O)N(C1=CC=C(C=C1)C(F)F)C(C(=O)N)C